COC(C(C)(C)C)=O Methyl-2,2-dimethylpropionate